tert-butyl (R)-3-((6-chloro-5-methyl-4-(phenylsulfonyl)pyridazin-3-yl)amino)piperidine-1-carboxylate ClC1=C(C(=C(N=N1)N[C@H]1CN(CCC1)C(=O)OC(C)(C)C)S(=O)(=O)C1=CC=CC=C1)C